ClC=1C(=CN(C2=C3C(C=CC12)=NN=C3)C)C 4-chloro-1,3-dimethyl-1H-pyrazolo[3,4-H]quinoline